5-[1-(5-methoxy-2-pyridinyl)-3-(trifluoromethyl)pyrazol-4-yl]-1-methyl-imidazole-2-carboxamide COC=1C=CC(=NC1)N1N=C(C(=C1)C1=CN=C(N1C)C(=O)N)C(F)(F)F